(S)-5,7-difluoro-tetrahydrobenzopyran-4-ol FC1C=C(C=C2C1[C@H](CCO2)O)F